6-isopropyl-5-(8-methyl-[1,2,4]triazolo[1,5-a]pyridin-6-yl)-2-(1-((3-methyloxetan-3-yl)methyl)piperidin-4-yl)-4H-thieno[3,2-b]pyrrole C(C)(C)C=1C2=C(NC1C=1C=C(C=3N(C1)N=CN3)C)C=C(S2)C2CCN(CC2)CC2(COC2)C